7-Cyclopentyl-2-[5-((S)-3-methylpiperazin-1-ylmethyl)-pyridin-2-ylamino]-7H-pyrrolo[2,3-d]pyrimidine-6-carboxylic acid dimethylamide CN(C(=O)C1=CC2=C(N=C(N=C2)NC2=NC=C(C=C2)CN2C[C@@H](NCC2)C)N1C1CCCC1)C